CN1N=CC(=C1)C=1C(=NC(=NC1)NC1=CC=CC=C1)NC1CCNCC1 5-(1-methyl-1H-pyrazol-4-yl)-N2-phenyl-N4-(piperidin-4-yl)pyrimidine-2,4-diamine